3,4-dichloro-N-(3,4-difluoro-5-(3-morpholinoquinoxaline-6-carbonyl)phenyl)benzamide ClC=1C=C(C(=O)NC2=CC(=C(C(=C2)C(=O)C=2C=C3N=C(C=NC3=CC2)N2CCOCC2)F)F)C=CC1Cl